C(C)(C)(C)OC(=O)NCC1=CC(=C(C=C1)NC(=O)C1=CC2=C(OCCC3=C2SC=C3)C=C1C=1C(=NC(=CC1)C(NCCC)=O)C(=O)OC)Cl methyl 3-(9-((4-(((tert-butoxycarbonyl)amino)methyl)-2-chlorophenyl)carbamoyl)-4,5-dihydrobenzo[b]thieno[2,3-d]oxepin-8-yl)-6-(propylcarbamoyl)picolinate